O=C1NC2=NC=CC=C2C=C1C(=O)NC1CC2(CC2)C1 2-oxo-N-(spiro[2.3]hexan-5-yl)-1,2-dihydro-1,8-naphthyridine-3-carboxamide